FC(C1=NN=C(O1)C1=CC=C(O1)CN1N=NC(=C1)C1=CC2=C(N=C(S2)N)C=C1)F 6-[1-[[5-[5-(Difluoromethyl)-1,3,4-oxadiazol-2-yl]furan-2-yl]methyl]triazol-4-yl]-1,3-benzothiazol-2-amine